C(#N)C1=CC=CC=2SC(=CC21)C(=O)N 4-cyanobenzo[b]thiophene-2-carboxamide